5-fluoro-3-[3-(3-fluoro-5-methylphenyl)-4-[3-(morpholin-4-ylmethyl)azetidin-1-yl]quinolin-6-yl]-2-hydroxybenzonitrile FC=1C=C(C(=C(C#N)C1)O)C=1C=C2C(=C(C=NC2=CC1)C1=CC(=CC(=C1)C)F)N1CC(C1)CN1CCOCC1